C1=NC(=CC2=CC=CC=C12)NC1=C2C(=NN1C)CN(C2)C#N (isoquinolin-3-ylamino)-2-methyl-2,6-dihydropyrrolo[3,4-c]pyrazole-5(4H)-carbonitrile